(S)-2-((2-amino-2,4-dimethylpent-4-en-1-yl)oxy)-5-bromobenzonitrile N[C@](COC1=C(C#N)C=C(C=C1)Br)(CC(=C)C)C